1-(3-(1,3-dioxoisoindolin-2-yl)propyl)-1H-pyrazole-4-carboxylic acid ethyl ester C(C)OC(=O)C=1C=NN(C1)CCCN1C(C2=CC=CC=C2C1=O)=O